C(C)C=1C(=CC(=C(C1)C=1NC(=NN1)C(=O)NC(C)C)O)O 5-(5-ethyl-2,4-dihydroxyphenyl)-N-isopropyl-4H-1,2,4-triazole-3-carboxamide